4-[3-(3-nitrophenyl)-1H-pyrazol-1-yl]-1H-pyrrolo[2,3-b]pyridine [N+](=O)([O-])C=1C=C(C=CC1)C1=NN(C=C1)C1=C2C(=NC=C1)NC=C2